3-chloro-8-[(2,4-dimethoxyphenyl)methyl]-6,7-dihydropyridazino[4,3-b][1,4]oxazine ClC1=CC=2OCCN(C2N=N1)CC1=C(C=C(C=C1)OC)OC